FC1=CC=C(C=C1)N1CCN(C2=CC=CC=C12)C(C(C)N1[C@@H](CCCC1)C)=O 1-(4-(4-fluorophenyl)-3,4-dihydroquinoxaline-1(2H)-yl)-2-((R)-2-methylpiperidin-1-yl)propan-1-one